1,16-difluoro-8-hexadecene FCCCCCCCC=CCCCCCCCF